5-bromo-3-(3-fluoro-5-(trifluoromethyl)phenoxy)pyrazin-2-amine BrC=1N=C(C(=NC1)N)OC1=CC(=CC(=C1)C(F)(F)F)F